2-(3-ethynyl-4-fluorophenyl)-1-(4-{[1,2,4]triazolo[4,3-b]pyridazin-6-yl}piperazin-1-yl)ethan-1-one C(#C)C=1C=C(C=CC1F)CC(=O)N1CCN(CC1)C=1C=CC=2N(N1)C=NN2